C12C(C3CC(CC(C1)C3)C2)NCCNC(=O)N2N=C(C(=C2)C2=CC=C(C=C2)Cl)C2=C(C=C(C=C2)Cl)Cl N-(2-((1r,3r,5r,7r)-adamantan-2-ylamino)ethyl)-4-(4-chloro-phenyl)-3-(2,4-dichloro-phenyl)-1H-pyrazole-1-carboxamide